C(C1=CC=CC=C1)OC(=O)NC1(CCCC1)C(=O)N([C@H](C(=O)N([C@@H](CC(=O)OC(C)(C)C)C(=O)N(C)C)C)C1CCCC1)C tert-butyl (3S)-3-[[(2S)-2-[[1-(benzyloxycarbonylamino)cyclopentanecarbonyl]-methyl-amino]-2-cyclopentyl-acetyl]-methyl-amino]-4-(dimethylamino)-4-oxo-butanoate